N-[5-(3-bromo-1,2,4-oxadiazol-5-yl)-2-methyl-phenyl]-7-methyl-imidazo[1,2-a]pyridine-3-carboxamide BrC1=NOC(=N1)C=1C=CC(=C(C1)NC(=O)C1=CN=C2N1C=CC(=C2)C)C